NC1=C(C=NN1C=1C=NC(=CC1C)OC1=C(C=CC=C1F)F)C(=O)C1=CC=2C(=CC=3CC(N(CC3C2)C2CN(C2)C)CO)N1 (5-amino-1-{6-[(2,6-difluorophenyl)oxy]-4-methylpyridin-3-yl}pyrazol-4-yl)[7-(hydroxymethyl)-6-(1-methylazetidin-3-yl)-5,6,7,8-tetrahydro-1H-pyrrolo[2,3-g]isoquinolin-2-yl]methanone